ClC1=C(C=CC(=C1)F)C=1C(=NN(C1NC1=C(C=CC=C1)F)C)C 4-(2-Chloro-4-fluorophenyl)-N-(2-fluorophenyl)-1,3-dimethyl-1H-pyrazol-5-amine